FC1=CC=C(C=C1)[C@@H]1N(CCC2=CC=CC=C12)C(=O)N[C@@H]1C[C@H](C1)NC(OC(C)(C)C)=O tert-butyl (trans-3-((S)-1-(4-fluorophenyl)-1,2,3,4-tetrahydroisoquinoline-2-carboxamido)cyclobutyl)carbamate